acetic acid nicotine salt N1=CC=CC(=C1)C1N(C)CCC1.C(C)(=O)O